N-(3-(piperidin-1-yl)propyl)-5-(4-(pyrrolidin-1-ylmethyl)phenyl)thieno[3,2-b]pyridin-7-amine N1(CCCCC1)CCCNC1=C2C(=NC(=C1)C1=CC=C(C=C1)CN1CCCC1)C=CS2